O[C@]1(C[C@@H]2CC[C@H]3[C@@H]4CCCC([C@]4(CC[C@@H]3[C@H]2CC1)C)=O)COC (4aS,4bR,6aS,8R,10aS,10bR,12aS)-8-hydroxy-8-(methoxymethyl)-12a-methylhexadecahydrochrysen-1(2H)-one